C1(CC1)C1=NN=C2N1C=CC(=C2C)/C=C/C(=O)OCC ethyl (E)-3-(3-cyclopropyl-8-methyl-[1,2,4]triazolo[4,3-a]pyridin-7-yl)acrylate